3,4-Dichlorophenyl 3-deoxy-3-[4-(3-fluorophenyl)-1H-1,2,3-triazol-1-yl]-1-thio-α-D-galactopyranoside FC=1C=C(C=CC1)C=1N=NN(C1)[C@@H]1[C@H]([C@@H](SC2=CC(=C(C=C2)Cl)Cl)O[C@@H]([C@@H]1O)CO)O